BrC=1C=C(C=CC1F)NC(=NO)C1=NON=C1NCCCS(NC)(=O)=O N-(3-bromo-4-fluorophenyl)-N'-hydroxyl-4-((3-(N-methylsulfamoyl)propyl)amino)-1,2,5-oxadiazol-3-formamidine